3-cyclopropyl-5-(isoindolin-2-yl)-7-(1H-pyrazol-4-yl)pyrazolo[1,5-a]pyrimidine-2-carboxamide C1(CC1)C=1C(=NN2C1N=C(C=C2C=2C=NNC2)N2CC1=CC=CC=C1C2)C(=O)N